2-(2,6-dioxopiperidin-3-yl)-4-hydroxyisoindoline-1,3-dione O=C1NC(CCC1N1C(C2=CC=CC(=C2C1=O)O)=O)=O